(S)-1-(4,7-dihydro-5H-thieno[2,3-c]pyran-7-yl)-N-methyl-methylamine S1C=CC2=C1[C@@H](OCC2)CNC